Pyrimidine-3-amine hydrochloride Cl.N=1CN(C=CC1)N